[Si](C)(C)(C(C)(C)C)OC[C@H]1CC[C@H]2N1CCNC2 (6R,8aR)-6-(((tert-butyldimethylsilyl)oxy)methyl)octahydropyrrolo[1,2-a]pyrazine